C(C)(C)(C)C=1C=C(C=C(C1O)C(C)(C)C)CCC(=O)OCCCCOC(CCC1=CC(=C(C(=C1)C(C)(C)C)O)C(C)(C)C)=O 1,4-butanediol-bis[3-(3,5-di-t-butyl-4-hydroxyphenyl) propionate]